1-[(4-cyano-2-fluorophenyl)methyl]-1-(1-methylpiperidin-4-yl)-3-{[4-(propane-2-yloxy)phenyl]methyl}urea C(#N)C1=CC(=C(C=C1)CN(C(=O)NCC1=CC=C(C=C1)OC(C)C)C1CCN(CC1)C)F